13-(10-cyclohexyldecyl)-3-(2-hydroxyethyl)-11,11-dimethyl-10,12,14-trioxa-3-aza-11-silatriacontan-1-ol C1(CCCCC1)CCCCCCCCCCC(O[Si](OCCCCCCN(CCO)CCO)(C)C)OCCCCCCCCCCCCCCCC